(R)-valinol N[C@H](C(C)C)CO